CC1=CC=2N(C=C1)C=NC2 7-methylimidazo[1,5-a]pyridine